C(C)OC1=C(C=CC=C1)C1=CC=C(C(=N1)C(=O)O)N1[C@H](C[C@H](CC1)O)C |r| rac-6-(2-ethoxyphenyl)-3-[cis-4-hydroxy-2-methylpiperidin-1-yl]pyridine-2-carboxylic acid